OC(CN(CCCCSSCCN1CCN(CC1)CCOC(CCCN(CC(CCCCCCC(=O)OCC(CC)CC)O)CC(CCCCCCC(=O)OCC(CC)CC)O)=O)CC(CCCCC(OC(C)C)=O)O)CCCCC(=O)OC(C)C Bis(2-ethylbutyl) 9,9'-((4-(2-(4-(2-((4-(bis(2-hydroxy-7-isopropoxy-7-oxoheptyl)amino)-butyl)disulfaneyl)ethyl)piperazin-1-yl)ethoxy)-4-oxobutyl)azanediyl)bis(8-hydroxynonanoate)